COC=1C(=C2C(=NC1)N(C=C2)[Si](C(C)C)(C(C)C)C(C)C)C(O)C2C1CC3CC(CC2C3)(C1)OC1OCCCC1 (5-methoxy-1-triisopropylsilyl-pyrrolo[2,3-b]pyridin-4-yl)-(5-tetrahydropyran-2-yloxy-2-adamantyl)methanol